N-((1-(6-((2-(2,6-dioxopiperidin-3-yl)-1,3-dioxoisoindolin-4-yl)amino)hexyl)-4-(4-phenylthiazol-2-yl)piperidin-4-yl)methyl)-3-(5-(trifluoromethyl)-1,2,4-oxadiazol-3-yl)benzamide O=C1NC(CCC1N1C(C2=CC=CC(=C2C1=O)NCCCCCCN1CCC(CC1)(C=1SC=C(N1)C1=CC=CC=C1)CNC(C1=CC(=CC=C1)C1=NOC(=N1)C(F)(F)F)=O)=O)=O